[Cl-].[Cl-].C1(C=CC2=CC=CC=C12)C(CC)(CC)C1(C=CC=C1)[Zr+2]C1(C=CC=C1)C(CC)(CC)C1C=CC2=CC=CC=C12 bis((3-indenylpentan-3-yl)cyclopentadienyl)zirconium dichloride